ClC=C(CCl)Cl 1,2,3-trichloro-1-propene